NC1=CC2=C(NC(=N2)NC(OC)=O)C=C1 methyl (5-amino-1H-benzo[d]imidazol-2-yl)carbamate